N[C@@H](C(=O)NCC1=CC=C(C=C1)SC(F)(F)F)CC=1N=CNC1 (R)-2-amino-3-(1H-imidazol-4-yl)-N-(4-((trifluoromethyl)thio)benzyl)propanamide